N[C@H](\C=C/C(=O)N1CC(C1)(F)F)C (S,Z)-4-amino-1-(3,3-difluoroazetidin-1-yl)pent-2-en-1-one